(R)-2-((5-nitropyrimidin-2-yl)oxy)propan-1-ol [N+](=O)([O-])C=1C=NC(=NC1)O[C@@H](CO)C